C(COP(=O)(O)OCCC(C(C(C(C(C(F)(F)F)(F)F)(F)F)(F)F)(F)F)(F)F)C(C(C(C(C(C(F)(F)F)(F)F)(F)F)(F)F)(F)F)(F)F Bisperfluorooctyl phosphate